C(CC(C)C)N1CCC2(CN(C(C(O2)(C)C)=O)CCC)CC1 9-Isopentyl-2,2-dimethyl-4-propyl-1-oxa-4,9-diazaspiro[5.5]undecan-3-on